potassium lauroyl threonate O=C([C@@H](O)[C@H](O)CO)OC(CCCCCCCCCCC)=O.[K]